tert-butyl-4-([4-[2-(butylamino)-7-cyclohexyl-7H-pyrrolo[2,3-d]-pyrimidin-5-yl]-phenyl]methyl)-piperazine-1-carboxylate C(C)(C)(C)OC(=O)N1CCN(CC1)CC1=CC=C(C=C1)C1=CN(C=2N=C(N=CC21)NCCCC)C2CCCCC2